N-cyclopentyl-2-(3-methyl-3,8-diazabicyclo[3.2.1]oct-8-yl)-5,7-dihydro-6H-pyrrolo[3,4-b]pyridine-6-carboxamide C1(CCCC1)NC(=O)N1CC2=NC(=CC=C2C1)N1C2CN(CC1CC2)C